CS(=O)(=O)OCC1(COC(OC1)(C)C)C (2,2,5-trimethyl-1,3-dioxan-5-yl)methyl methanesulfonate